NC1=NC=2C=C(C=CC2C2=C1COC2)CN(C(=O)C=2C=NC(=CC2)C2CC2)C2=C(C=C(C=C2)C)S(=O)(=O)C N-({4-amino-1H,3H-furo[3,4-c]quinolin-7-yl}methyl)-6-cyclopropyl-N-(2-methanesulfonyl-4-methylphenyl)pyridine-3-carboxamide